C(CCCCCCCCCCCCCCCCC)(=O)NC(C(=O)O)C stearamidopropionic acid